(S)-2-((1-((1,1-bis(3,4-dimethoxyphenyl)prop-1-en-2-yl)amino)-1-oxopropan-2-yl)carbamoyl)-4-methoxypyridin-3-yl isobutyl carbonate C(OC=1C(=NC=CC1OC)C(N[C@H](C(=O)NC(=C(C1=CC(=C(C=C1)OC)OC)C1=CC(=C(C=C1)OC)OC)C)C)=O)(OCC(C)C)=O